CC1=NC(=CC(=C1)C=1NC2=CC=C(C=C2C1C(C)C)C1CCN(CC1)C(=O)C1=CC=NC=C1)C (4-(2-(2,6-dimethylpyridin-4-yl)-3-isopropyl-1H-indol-5-yl)piperidin-1-yl)(pyridin-4-yl)methanone